C(C)(C)(C)OC(=O)N[C@H](C(=O)NCC(=O)OCC1=CC=CC=C1)C Benzyl 2-[(2S)-2-{[(tert-butoxy)carbonyl]amino} propanamido]acetat